FCCCN1C[C@H](CC1)OC1=CC=C(C=C1)C1=C(CCCC2=C1C=CC(=C2)O)C2=C1C=CNC1=CC=C2 5-[4-[(3S)-1-(3-fluoropropyl)pyrrolidin-3-yl]oxyphenyl]-6-(1H-indol-4-yl)-8,9-dihydro-7H-benzo[7]annulen-2-ol